ethyl-4-(2,4,5-trifluorophenyl)-butyric acid C(C)C(C(=O)O)CCC1=C(C=C(C(=C1)F)F)F